4-(2-(1-cyano-3-fluoropiperidin-3-yl)benzo[d]oxazol-6-yl)picolinenitrile C(#N)N1CC(CCC1)(F)C=1OC2=C(N1)C=CC(=C2)C2=CC(=NC=C2)C#N